CNC=1C=CC2=C(CCO2)C1 N-methyl-2,3-dihydrobenzofuran-5-amine